N-(4-hydroxy-3-meth-oxybenzyl)amid OC1=C(C=C(C[NH-])C=C1)OC